CC1=C(C(=CC=C1)C)NC(=O)C1=NC=CC=C1 N-(2,6-dimethylphenyl)-2-pyridineformamide